4-(7-(3-(2,3-dihydrobenzo[b][1,4]dioxin-6-yl)-2-methylphenyl)imidazo[1,2-a]pyridin-3-yl)benzoic acid O1C2=C(OCC1)C=C(C=C2)C=2C(=C(C=CC2)C2=CC=1N(C=C2)C(=CN1)C1=CC=C(C(=O)O)C=C1)C